N-(4-fluoro-3-methylphenyl)-5-(2-(((1R,2s,3S,5s,7s)-5-hydroxyadamantan-2-yl)amino)-2-oxoacetyl)-1,2,4-trimethyl-1H-pyrrole-3-carboxamide FC1=C(C=C(C=C1)NC(=O)C1=C(N(C(=C1C)C(C(=O)NC1[C@@H]2CC3CC(C[C@@H]1C3)(C2)O)=O)C)C)C